N-[(4,6-dimethyl-2-oxo-1H-pyridin-3-yl)methyl]-3-methyl-6-(6-piperazin-1-ylpyridin-3-yl)indole-4-carboxamide CC1=C(C(NC(=C1)C)=O)CNC(=O)C=1C=2C(=CNC2C=C(C1)C=1C=NC(=CC1)N1CCNCC1)C